N=1C=NN2C1C=C(C=C2)OC2=C(C=C(C=C2)NC2=NC=NC1=C2C=2OC[C@H]3N(C2N=C1)CCNC3)C (S)-N-(4-([1,2,4]triazolo[1,5-a]pyridin-7-yloxy)-3-methylphenyl)-6,6a,7,8,9,10-hexahydropyrazino[1,2-d]pyrimido[5',4':4,5]pyrido[3,2-b][1,4]oxazin-4-amine